4-((4-aminophenyl)thio)-3-isopropylbenzenamine NC1=CC=C(C=C1)SC1=C(C=C(C=C1)N)C(C)C